2-thioxo-4-imidazolidinone S=C1NCC(N1)=O